2-(((2R,3S,4R,5R)-5-(6-amino-2-chloro-9H-purin-9-yl)-3-ethynyl-3,4-dihydroxytetrahydrofuran-2-yl)methoxy)-2-phenylmethylmalonic acid NC1=C2N=CN(C2=NC(=N1)Cl)[C@H]1[C@@H]([C@@]([C@H](O1)COC(C(=O)O)(C(=O)O)CC1=CC=CC=C1)(O)C#C)O